OC=1C=C(C2=CC=CC=C2C1)C1=C(C=C2C=NC=NC2=C1)C#N 7-(3-hydroxynaphthalen-1-yl)quinazoline-6-carbonitrile